C(OCC\C=C/CC)([O-])=O (3Z)-hex-3-en-1-yl carbonate